rac-(trans)-4-(3-Chloro-4-cyanophenyl)-N-(2-(4-formylpiperidin-1-yl)pyrimidin-5-yl)-2,5-dimethylpiperazine-1-carboxamide ClC=1C=C(C=CC1C#N)N1C[C@@H](N(C[C@H]1C)C(=O)NC=1C=NC(=NC1)N1CCC(CC1)C=O)C